C(C=C)(=O)N1CC2(C1)CN(CC2)C2=NC=NC(=C2C#N)C2=C1C(=NNC1=CC=C2C)C2CC2 4-(2-acryloyl-2,6-diazaspiro[3.4]octan-6-yl)-6-(3-cyclopropyl-5-methyl-1H-indazol-4-yl)pyrimidine-5-carbonitrile